C(C)(C)(C)SSCCC1=CC=CC2=CC=CC=C12 1-(2-(tert-butyldisulfanyl)ethyl)naphthalene